ClC=1C=CN2N=C(N=C(C21)OC)N[C@H]2C(CN(CC2)C(CO)=O)(F)F (R)-1-(4-((5-chloro-4-methoxypyrrolo[2,1-f][1,2,4]triazin-2-yl)amino)-3,3-difluoropiperidin-1-yl)-2-hydroxyethan-1-one